ClC1=CC=C(O1)C1C(=NN(C1(C(=O)NCC1CN(CC(O1)(C)C)C)C)C1=C(C=C(C=C1)F)F)C1=C(C=C(C=C1)F)F 4-(5-chlorofuran-2-yl)-1,3-bis(2,4-difluorophenyl)-5-methyl-N-((4,6,6-trimethyl-morpholin-2-yl)methyl)-4,5-dihydro-1H-pyrazole-5-carboxamide